(S)-2-[(4-amino-5-benzoyl-thiazol-2-yl)-(3-pyridyl)amino]propanamide NC=1N=C(SC1C(C1=CC=CC=C1)=O)N([C@H](C(=O)N)C)C=1C=NC=CC1